FC=1C=C(C(=O)NCC2CCN(CC2)C)C=C(C1)CN1C(C2=CN=C(C=C2C=C1)C=1C(=NOC1)C)=O 3-Fluoro-5-((6-(3-methylisoxazol-4-yl)-1-oxo-2,7-naphthyridin-2(1H)-yl)methyl)-N-((1-methylpiperidin-4-yl)methyl)benzamide